C(C)(=O)OCC(=O)N1CC=2C(=NC=3C(=C(C(=CC3C2[C@@H]1C)OC)Cl)Cl)SC 2-[(1S)-6,7-dichloro-8-methoxy-1-methyl-4-(methylsulfanyl)-1H,2H,3H-pyrrolo[3,4-c]quinolin-2-yl]-2-oxoethyl acetate